FC1=C(C=CC=C1F)[C@@H]1N(OCC1)C1=CC(=NC=N1)NC1=C(C=C(C=C1)N1CCC(CC1)N1CC2(C1)CN(C2)C)OC (R)-6-(3-(2,3-difluorophenyl)isoxazolidin-2-yl)-N-(2-methoxy-4-(4-(6-methyl-2,6-diazaspiro[3.3]heptan-2-yl)piperidin-1-yl)phenyl)pyrimidin-4-amine